CN1N=CC(=C1)C=1C=CC=2N(C1)N=CC2N2CCN(CC2)C2=NC=C(C=N2)C(CC)=O 1-(2-{4-[6-(1-methyl-1H-pyrazol-4-yl)pyrazolo[1,5-a]pyridin-3-yl]piperazin-1-yl}pyrimidin-5-yl)propan-1-one